2-(2-(difluoromethoxy)isonicotinamido)benzo[d]thiazole-6-carboxylic acid FC(OC=1C=C(C(=O)NC=2SC3=C(N2)C=CC(=C3)C(=O)O)C=CN1)F